d-5-bromomethyl-azobenzene BrCC=1C=CC=C(C1)N=NC1=CC=CC=C1